CC=1C=C(C=CC1)C1=NN(C=C1)C1=NC(=NC(=C1)N1CCOCC1)C=O 4-[3-(3-methylphenyl)-1H-pyrazol-1-yl]-6-(morpholin-4-yl)pyrimidine-2-carbaldehyde